OC1CN(C1)C(=O)N1CC2=CC=CC=C2C1 (3-hydroxyazetidin-1-yl)(isoindolin-2-yl)methanone